4-[(2-bromo-4-chlorophenoxy)methyl]-1,2-thiazole BrC1=C(OCC=2C=NSC2)C=CC(=C1)Cl